N1C(=CC=2C=NC=CC21)CC(C(=O)N)N2C(=NC=C(C2=O)NCC2=CC1=C(OC3=C1C=CC=C3)C=C2)C2CCCC2 ((1H-pyrrolo[3,2-c]pyridin-2-yl)methyl)-2-(2-cyclopentyl-5-((dibenzo[b,d]furan-2-ylmethyl)amino)-6-oxopyrimidin-1(6H)-yl)acetamide